magnesium acetyltaurate salt C(C)(=O)NCCS(=O)(=O)[O-].[Mg+2].C(C)(=O)NCCS(=O)(=O)[O-]